7-(5-chloro-2,4-difluorophenyl)-8-(((1-(hydroxymethyl)cyclopropyl)methyl)thio)-6-(trifluoromethyl)quinazoline-2,4(1H,3H)-dione ClC=1C(=CC(=C(C1)C1=C(C=C2C(NC(NC2=C1SCC1(CC1)CO)=O)=O)C(F)(F)F)F)F